C(N)(=O)C=1C=C2C=NN(C2=C(C1)OC1=C(C=C(OCCC(=O)O)C=C1)F)C 3-[4-(5-carbamoyl-1-methyl-indazol-7-yl)oxy-3-fluoro-phenoxy]propanoic acid